[Yb].[Er] Erbium ytterbium